ClC1=C(CNC(=O)N2[C@@H](CCC2)C(=O)NC=2C=NC=CC2)C=CC=C1C(F)(F)F (S)-N1-(2-Chloro-3-(trifluoromethyl)benzyl)-N2-(pyridin-3-yl)pyrrolidine-1,2-dicarboxamide